C(C1=CC=CC=C1)OC(=O)N1[C@H](CC[C@@H](C1)N)C (2S,5S)-5-amino-2-methylpiperidine-1-carboxylic acid benzyl ester